6-phenyl-4-(thiophen-2-yl)-1,3,5-triazin-2(1H)-one C1(=CC=CC=C1)C1=NC(=NC(N1)=O)C=1SC=CC1